C(C)(C)(C)C1=CC(=CC(=C1)Br)Br 1-(tert-butyl)-3,5-dibromobenzene